C(C)(C)(C)C1=CC=2N(C3=CC(=CC=C3C2C=C1)C(C)(C)C)C1=C(C(=CC(=C1)OCCCCCCCC)C1=C(C(=CC(=C1)F)C)OCCCOC1=C(C=C(C=C1C)F)C1=C(C(=CC(=C1)OCCCCCCCC)N1C2=CC(=CC=C2C=2C=CC(=CC12)C(C)(C)C)C(C)(C)C)O)O 2-(2,7-ditert-butylcarbazol-9-yl)-6-[2-[3-[2-[3-(2,7-ditert-butylcarbazol-9-yl)-2-hydroxy-5-octoxy-phenyl]-4-fluoro-6-methyl-phenoxy]propoxy]-5-fluoro-3-methyl-phenyl]-4-octoxy-phenol